dodecyl furansulfonate O1C(=CC=C1)S(=O)(=O)OCCCCCCCCCCCC